C(C1=CC=CC=C1)(=O)ON1C=COC2=C(C1C1=CC=CC=C1)C(=NN2C2=CC=C(C=C2)Br)C(F)(F)F 5-(benzoyloxy)-1-(4-bromophenyl)-4-phenyl-3-(trifluoromethyl)-4,5-dihydro-1H-pyrazolo[4,3-f][1,4]oxazepin